(3S)-N-[(1S)-1-(2-Amino-2-oxo-ethyl)prop-2-ynyl]-2-[1-[4-(trifluoromethoxy)phenyl]-cyclopropanecarbonyl]-3,4-dihydro-1H-isoquinoline-3-carboxamide NC(C[C@@H](C#C)NC(=O)[C@H]1N(CC2=CC=CC=C2C1)C(=O)C1(CC1)C1=CC=C(C=C1)OC(F)(F)F)=O